6,7-dichloro-N-ethyl-3-(1-tetrahydropyran-2-ylpyrazol-4-yl)-1H-indol-4-amine ClC=1C=C(C=2C(=CNC2C1Cl)C=1C=NN(C1)C1OCCCC1)NCC